C(C)(C)(C)OC(=O)N1C[C@@]2(CNC[C@@]2(C1)C)C (3aR,6aS)-3a,6a-Dimethylhexahydropyrrolo[3,4-c]pyrrole-2(1H)-carboxylic acid tert-butyl ester